2-(3,8-diazabicyclo[3.2.1]octan-3-yl)-5-chloro-7-(pyridin-2-yl)-4-(trifluoromethyl)benzo[d]oxazole tert-butyl-N-[(3R,4R)-4-fluoropyrrolidin-3-yl]-N-methyl-carbamate C(C)(C)(C)OC(N(C)[C@@H]1CNC[C@H]1F)=O.C12CN(CC(CC1)N2)C=2OC1=C(N2)C(=C(C=C1C1=NC=CC=C1)Cl)C(F)(F)F